FC1=CC=C(C=C1)C(COC)NC 1-(4-fluorophenyl)-2-methoxy-N-methylethan-1-amine